(S)-quinuclidin-3-yl (7-(m-tolyl)-1,2,3,4-tetrahydronaphthalen-1-yl)carbamate C1(=CC(=CC=C1)C1=CC=C2CCCC(C2=C1)NC(O[C@@H]1CN2CCC1CC2)=O)C